tert-butyl-4-(4-oxa-7-azaspiro[2.5]oct-5-yl)piperidine-1-carboxylic acid ethyl ester C(C)OC(=O)N1C(CC(CC1)C1OC2(CC2)CNC1)C(C)(C)C